(2-ethyl-6-n-propyl-1,4-phenylene) ether C(C)C1=C2C(=CC(=C1)O2)CCC